Cl.Cl.N[C@H]1[C@H](CCCC1)NC(C1=CC=C(C=C1)C1=NC(=CN=C1)C=1C=NC=C(C1)F)=O N-((1S,2R)-2-aminocyclohexyl)-4-(6-(5-fluoropyridin-3-yl)pyrazin-2-yl)benzamide, dihydrochloride